(S)-N-(1-(4-Methoxyphenyl)ethyl)-2-(1,3,7-trimethyl-4-oxo-1,4-dihydro-5H-pyrazolo[3,4-d]-pyridazin-5-yl)acetamid COC1=CC=C(C=C1)[C@H](C)NC(CN1N=C(C2=C(C1=O)C(=NN2C)C)C)=O